F[C@H]\1[C@@]2(C=C[C@H](C/C1=C\C1=CN=C(N=N1)C1=C(C=C(C=C1)C1=CC(=NC=C1)OC)O)N2)C 2-(6-((E)-((1S,2R,5S)-2-fluoro-1-methyl-8-azabicyclo[3.2.1]oct-6-en-3-ylidene)methyl)-1,2,4-triazin-3-yl)-5-(2-methoxypyridin-4-yl)phenol